trans-2-tridecene-1,1-dicarboxylic acid C(\C=C\CCCCCCCCCC)(C(=O)O)C(=O)O